C(C)[Al](CC)CC triethyl-aluMinium